C(C)OC(=O)C=1N=C2N(C=C(C=C2)NS(=O)C2=CC=CC=C2)C1 6-(phenylsulfinylamino)imidazo[1,2-a]Pyridine-2-carboxylic acid ethyl ester